C(C=C)(=O)N1[C@@H](CN(CC1)S(=O)(=O)C)C=1C=C(C=C(C1)Cl)C1=CC(=NC=C1)N1C(CCC1)=O (R)-1-(4-(3-(1-acryloyl-4-(methylsulfonyl)piperazin-2-yl)-5-chlorophenyl)pyridin-2-yl)pyrrolidin-2-one